(trans-4-((tert-Butoxycarbonyl)amino)cyclohexyl)-2,4-dimethylbenzo[d][1,3]dioxol-5-carboxylate C(C)(C)(C)OC(=O)N[C@@H]1CC[C@H](CC1)OC(=O)C1=C(C2=C(OC(O2)C)C=C1)C